3-methyloct-4-en-1-ol CC(CCO)C=CCCC